(5-ethyl-7-methyl-5H-pyrrolo[3,2-c]pyridazin-3-yl)pyrimidine-2,4(1H,3H)-dione C(C)N1C=C(C=2N=NC(=CC21)N2C(NC(C=C2)=O)=O)C